benzhydryl-1,1-diphenylmethanimine C(C1=CC=CC=C1)(C1=CC=CC=C1)N=C(C1=CC=CC=C1)C1=CC=CC=C1